C(=O)(O)C1=CC=CC(=N1)CNCCNCC1=NC(=CC=C1)C(=O)O bis(6-carboxy-2-pyridylmethyl)-ethylenediamine